BrC=1C=C2C=C(NC2=CC1)CCC(=O)O 5-bromo-indolepropionic acid